ClC=1C=C(\C=C(\C(=O)OC(C)(C)C)/C(=O)OCC)C=C(C1CC1=CC(=C(C=C1)OCOC)C(C)C)Cl 1-(tert-butyl) 3-ethyl (E)-2-(3,5-dichloro-4-(3-isopropyl-4-(methoxymethoxy)benzyl)benzylidene)malonate